C1(CC1)N(C1=NC=NC(=C1F)NCC=1N=NC(=CC1)C)CC1=CC=C(C=C1)C(F)(F)F N4-cyclopropyl-5-fluoro-N6-[(6-methylpyridazin-3-yl)methyl]-N4-[[4-(trifluoromethyl)phenyl]methyl]pyrimidine-4,6-diamine